CC1=C(C=C(C(N1C1=CC(=CC=C1)C(F)(F)F)=O)C(=O)NCC1=CC=C(C=C1)S(=O)(=O)C)C=C 6-methyl-N-[4-(methylsulfonyl)benzyl]-2-oxo-1-[3-(trifluoromethyl)phenyl]-5-vinyl-1,2-dihydropyridine-3-carboxamide